FC1(CN(CC[C@H]1NC1=NN2C(C(=N1)OC)=C(C=C2)C=2C=CC1=C(N(N=N1)[C@@H](C(F)F)C)C2)C([2H])([2H])[2H])F N-((R)-3,3-difluoro-1-(methyl-d3)piperidin-4-yl)-5-(1-((R)-1,1-difluoropropan-2-yl)-1H-benzo[d][1,2,3]triazol-6-yl)-4-methoxypyrrolo[2,1-f][1,2,4]triazin-2-amine